C(C)OC(CCCCCCC=CC=CCC)OCC 1,1-diethoxy-8,10-tridecadiene